FC(C1=NNC=C1C(=O)N)(F)F 3-trifluoromethyl-1H-pyrazole-4-carboxamide